cyanoquinolineIDOl C(#N)C1=C([C-]=NC2=CC=CC=C12)O